3-amino-1-(4-chlorophenyl)-2,2-difluoropropane-1-ol hydrochloride Cl.NCC(C(O)C1=CC=C(C=C1)Cl)(F)F